2-{[2-(6-isopropylpyridin-3-yl)imidazo[1,2-a]pyridin-3-yl]methyl}-2,5-diazabicyclo-[2.2.2]octane dihydrochloride Cl.Cl.C(C)(C)C1=CC=C(C=N1)C=1N=C2N(C=CC=C2)C1CN1C2CNC(C1)CC2